[3-(6,8-difluoro-imidazo[1,2-a]pyridin-3-yl)-6-(1,4-oxaazepan-4-carbonyl)-pyrazolo[4,3-c]pyridin-1-ylmethyl]-azetidine-1-carboxylic acid tert-butyl ester C(C)(C)(C)OC(=O)N1C(CC1)CN1N=C(C=2C=NC(=CC21)C(=O)N2CCOCCC2)C2=CN=C1N2C=C(C=C1F)F